(7R)-7-{2-[(dimethylamino)methyl]-1H-indol-3-yl}-1H,5H,6H,7H-pyrrolo[3,4-f]indazol-5-one CN(C)CC=1NC2=CC=CC=C2C1[C@@H]1NC(C=2C=C3C=NNC3=CC21)=O